N(=[N+]=[N-])CCCCC1=C(C=CC(=C1)F)F 2-(4-azidobutyl)-1,4-difluorobenzene